C(CCCCCCCCCCCCCCCCCCCCC)OC=1C=C(C=C(C1)OCCCCCCCCCCCCCCCCCCCCCC)CC(=O)O 2-(3,5-bis(docosyloxy)phenyl)acetic acid